C(C1=CC=CC=C1)[C@H]1C[C@@H](CN1)C#N (3S,5R)-5-benzyl-pyrrolidine-3-carbonitrile